3-(4-(trifluoromethyl)benzyl)-1,6,9,12-tetraazabicyclo[11.3.1]heptadecane FC(C1=CC=C(CC2CN3CCCC(NCCNCCNCC2)C3)C=C1)(F)F